(R)-2-p-methylphenyl-1,5-pentanediol CC1=CC=C(C=C1)[C@H](CO)CCCO